ClC1=C(C=CC2=C1C(=N[C@H](C=1N2C(=NN1)C)C)C1=NC(=CC=C1F)OC)C(F)(F)F (4S)-7-chloro-6-(3-fluoro-6-methoxy-2-pyridinyl)-1,4-dimethyl-8-(trifluoromethyl)-4H-[1,2,4]triazolo[4,3-a][1,4]benzodiazepine